(2S,3S)-2-(3-bromo-2-fluorobenzyl)-3-((dimethylsulfamoyl)amino)pyrrolidine-1-carboxylic acid tert-butyl ester C(C)(C)(C)OC(=O)N1[C@H]([C@H](CC1)NS(N(C)C)(=O)=O)CC1=C(C(=CC=C1)Br)F